C(C)NC(=S)N1CC(CCC1)NC(OC(C)(C)C)=O tert-butyl (1-(ethylcarbamothioyl)piperidin-3-yl)carbamate